ClC1=C(C=CC(=C1)F)S(=O)(=O)NC=1C(=NC=C(C1)C=1C=CC=2N=CN=C(C2N1)N1CCN(CC1)C(\C=C\C(C)=O)=O)OC (E)-2-chloro-4-fluoro-N-(2-methoxy-5-(4-(4-(4-oxopent-2-enoyl)piperazin-1-yl)pyrido[3,2-d]pyrimidin-6-yl)pyridin-3-yl)benzenesulfonamide